C1=C2C(=CC=C1)N=C1C=CC3=NC=4C=CC=CC4C3=C12 indolo[2,3-C]carbazole